Ethyl 2-(3-hydroxycyclobutyl)-2-methyl-propionate OC1CC(C1)C(C(=O)OCC)(C)C